C1(=CC=C(C=C1)OC1CC(C1)N)C 3-(p-tolyloxy)cyclobutan-1-amine